(2-(4-(1-(7-(2-(2,6-dioxopiperidin-3-yl)-1,3-dioxoisoindolin-5-yl)-7-azaspiro[3.5]non-2-yl)piperidin-4-yl)piperazin-1-yl)pyrimidin-4-yl)methyl Trifluoroacetate FC(C(=O)OCC1=NC(=NC=C1)N1CCN(CC1)C1CCN(CC1)C1CC2(C1)CCN(CC2)C=2C=C1C(N(C(C1=CC2)=O)C2C(NC(CC2)=O)=O)=O)(F)F